ClC1=C(C(=O)O)C=C(C(=C1O)C)O 2-chloro-3,5-dihydroxy-4-methylbenzoic acid